C(C)(C)(C)OC(CC1(CCN(CC1)C1=C(C=C(C=C1)[N+](=O)[O-])C(F)F)O)=O 2-[1-[2-(difluoromethyl)-4-nitro-phenyl]-4-hydroxy-4-piperidinyl]acetic acid tert-butyl ester